C(C)O[C@H]1[C@H](N(CC1)C([C@H](C(C)(C)C)NC(=O)C1=CC2=C(S1)C=CC(=C2)C(F)(F)P(O)(O)=O)=O)C(=O)N2C[C@H](OCC2)C2=CC=CC=C2 ((2-(((S)-1-((2S,3R)-3-ethoxy-2-((R)-2-phenylmorpholine-4-carbonyl)pyrrolidin-1-yl)-3,3-dimethyl-1-oxobutan-2-yl)carbamoyl)benzo[b]thiophen-5-yl)difluoromethyl)phosphonic acid